methoxy-4,5-dihydro-2H,5'H-spiro[furan-3,7'-furo[3,4-b]pyridine] COC1=CC=C2C(=N1)C1(OC2)COCC1